C(C)N1N=CC(=C1)CC=1C(=NC(=CC1)F)OC 3-[(1-ethyl-1H-pyrazol-4-yl)methyl]-6-fluoro-2-methoxypyridine